ClC1=NN(C2=NC(=NC=C21)Cl)CCCOC2=NN(C(=C2[N+](=O)[O-])C)C=2C(=NC(=CC2)C)C 3,6-dichloro-1-(3-((1-(2,6-dimethylpyridin-3-yl)-5-methyl-4-nitro-1H-pyrazol-3-yl)oxy)propyl)-1H-pyrazolo[3,4-d]pyrimidine